C(C)OC(CSC=1NC=2N=C(NC(C2N1)=O)C1=C(C(=O)O)C(=CC=C1)[N+](=O)[O-])=O 2-(8-((2-ethoxy-2-oxoethyl)thio)-6-oxo-6,9-dihydro-1H-purin-2-yl)-6-nitrobenzoic acid